tert-butyl N-(2-amino-1-phenyl-ethyl)carbamate NCC(C1=CC=CC=C1)NC(OC(C)(C)C)=O